3-[[4-[(2R)-2-Amino-4-cyclopropyl-butoxy]-6-(2,6-dimethylphenyl)pyrimidin-2-yl]sulfamoyl]benzoic acid N[C@@H](COC1=NC(=NC(=C1)C1=C(C=CC=C1C)C)NS(=O)(=O)C=1C=C(C(=O)O)C=CC1)CCC1CC1